CN1[C@H](C[C@H](CC1)N(C=1SC2=C(N=NC=C2)N1)C)C 6-{[(2S,4S)-1,2-dimethylpiperidin-4-yl](methyl)amino}[1,3]thiazolo[4,5-c]pyridazin